3,5-dichloro-4-((4-methyl-2-(trifluoromethyl)quinolin-6-yl)oxy)aniline Cyclobutyl-((4-bromophenoxy)(4-nitrophenoxy)phosphoryl)-L-alaninate C1(CCC1)N([C@@H](C)C(=O)O)P(=O)(OC1=CC=C(C=C1)[N+](=O)[O-])OC1=CC=C(C=C1)Br.ClC=1C=C(N)C=C(C1OC=1C=C2C(=CC(=NC2=CC1)C(F)(F)F)C)Cl